2-((1-methyl-1H-pyrazol-4-yl)amino)-4-((2-(pyridin-3-yl)ethyl)amino)pyrimidin-5-carboxamide CN1N=CC(=C1)NC1=NC=C(C(=N1)NCCC=1C=NC=CC1)C(=O)N